1-(3-(4-(2-hydroxyethoxy)phenyl)-1,2,4-oxadiazol-5-yl)-N-((1-(4-methylbenzyl)pyrrolidin-3-yl)methyl)piperidine-4-carboxamide OCCOC1=CC=C(C=C1)C1=NOC(=N1)N1CCC(CC1)C(=O)NCC1CN(CC1)CC1=CC=C(C=C1)C